CC=1N=C(SC1C1(OCCO1)C)C=O 4-methyl-5-(2-methyl-1,3-dioxolane-2-yl)thiazole-2-carbaldehyde